1-{(1r,4r)-4-[6-(pyrimidin-2-yl)-2H-indazol-2-yl]cyclohexyl}methanamine, hydrochloride salt Cl.N1=C(N=CC=C1)C=1C=CC2=CN(N=C2C1)C1CCC(CC1)CN